C(C)(C)(C)SC1=C(N(C2=CC=C(C=C12)OC)CC1=CC=C(C=C1)Cl)CC(C#N)(C)C 3-(3-(tert-butylsulfanyl)-1-(4-chlorobenzyl)-5-methoxy-1H-indol-2-yl)-2,2-dimethylpropanenitrile